2,6-dimethyl-cinnamaldehyde CC1=C(C=CC=O)C(=CC=C1)C